BrC1=C2N=CC=NC2=CC=C1NC=1NCCN1 (5-bromo-quinoxalin-6-yl)(4,5-dihydro-1H-imidazol-2-yl)amine